1-((4-aminophenyl)sulfonyl)-N-phenyl-4-(3,4,5-trihydroxybenzoyl)piperazine-2-carboxamide methyl-(1RS,2SR)-2,6,6-trimethyl-3-cyclohexene-1-carboxylate COC(=O)[C@@H]1[C@H](C=CCC1(C)C)C.NC1=CC=C(C=C1)S(=O)(=O)N1C(CN(CC1)C(C1=CC(=C(C(=C1)O)O)O)=O)C(=O)NC1=CC=CC=C1 |r|